2-nitro-N-(3-chlorophenyl)benzamide [N+](=O)([O-])C1=C(C(=O)NC2=CC(=CC=C2)Cl)C=CC=C1